ClC1=C(C=CC(=C1)O)NC(=O)NC=1C=NN(C1)C(C)C 1-(2-chloro-4-hydroxyphenyl)-3-(1-isopropyl-1H-pyrazol-4-yl)urea